OC1=C(CNC2=C3N=CN=C3N(C=N2)C2[C@H](O)[C@@H](O)[C@H](O)[C@H](O2)CO)C=CC=C1 6-(2-hydroxybenzylamino)-3-glucopyranosylpurine